C(C=C)N(C(=O)C1=CC=CC2=CC=CC=C12)CC=C N,N-diallyl-1-naphthamide